ammonium diphenylphosphinobenzoate C1(=CC=CC=C1)P(C1=CC=CC=C1)C1=C(C(=O)[O-])C=CC=C1.[NH4+]